1,4-Bis-(β-hydroxyethyl)-amino-2-nitrobenzol OCCC1=C(C(=C(C=C1)CCO)N)[N+](=O)[O-]